ethyl 3-(3-{[6-(2-aminophenoxy)-2,2-dioxo-2H-1,2λ6,3-benzoxathiazin-3(4H)-yl]methyl}-4-methylphenyl)-3-[1-(2-chloroethyl)-4-methyl-1H-benzotriazol-5-yl]propanoate NC1=C(OC=2C=CC3=C(CN(S(O3)(=O)=O)CC=3C=C(C=CC3C)C(CC(=O)OCC)C3=C(C4=C(N(N=N4)CCCl)C=C3)C)C2)C=CC=C1